N-((6-(3-(4-chlorobenzyl)ureido)spiro[3.3]hept-2-yl)methyl)-6-methylpyridineamide ClC1=CC=C(CNC(NC2CC3(CC(C3)CNC(=O)C3=NC(=CC=C3)C)C2)=O)C=C1